2,2,4,4-tetra-n-hexylcyclobutane-1,3-dione C(CCCCC)C1(C(C(C1=O)(CCCCCC)CCCCCC)=O)CCCCCC